N=C1C(N=CC=C1)=N diiminopyridine